(5S)-5-{[({5-[5-(trifluoromethyl)-1,2,4-oxadiazol-3-yl]pyridin-2-yl}methyl)amino]methyl}morpholin-3-one FC(C1=NC(=NO1)C=1C=CC(=NC1)CNC[C@H]1COCC(N1)=O)(F)F